ClC1=CC=C(OC(C(=O)NC=2C=C(C=CC2)C=2C=C(SC2)C(=O)OC)(C)C)C=C1 methyl 4-(3-(2-(4-chlorophenoxy)-2-methylpropanamido)phenyl)thiophene-2-carboxylate